5-(4-((3-ethyl-2,4-dioxo-1,2,3,4-tetrahydroquinazolin-7-yl)methyl)piperazin-1-yl)-N-methylpyridinecarboxamide C(C)N1C(NC2=CC(=CC=C2C1=O)CN1CCN(CC1)C=1C=CC(=NC1)C(=O)NC)=O